2,4-dichlorothienopyridine ClC1C=C2C(=CC=CN2Cl)S1